OC=1C=C(C=CC1C(=O)OC)[C@@H]1N(CCN(C1)CCC(F)(F)F)CC1=C2C=CN(C2=C(C=C1OC)C)C(=O)OC(C)(C)C tert-butyl 4-(((2S)-2-(3-hydroxy-4-(methoxycarbonyl)phenyl)-4-(3,3,3-trifluoropropyl)piperazin-1-yl)methyl)-5-methoxy-7-methylindole-1-carboxylate